lithium 7-chlorothieno[3,2-b]pyridine-2-carboxylate ClC1=C2C(=NC=C1)C=C(S2)C(=O)[O-].[Li+]